C(C1=CC=CC=C1)OC1=C(CC2=CN=C3C(=NC(=NN32)OC[C@H]3N(CCC3)C)N3C[C@@H](N(CC3)C(=O)OCC3=CC=CC=C3)CC#N)C(=CC=C1)F benzyl (S)-4-(7-(2-(benzyloxy)-6-fluorobenzyl)-2-(((S)-1-methylpyrrolidin-2-yl)methoxy)imidazo[2,1-f][1,2,4]triazin-4-yl)-2-(cyanomethyl)piperazine-1-carboxylate